(1-(4-chloro-3-fluorophenyl)-3-(fluoromethyl)-1H-1,2,4-triazol-5-yl)methanamine ClC1=C(C=C(C=C1)N1N=C(N=C1CN)CF)F